2-(4-Aminophenyl)-3-(pyridin-3-yl)quinazolin NC1=CC=C(C=C1)C1N=C2C=CC=CC2=CN1C=1C=NC=CC1